N-(3-(2-((7-((2-(2,6-Dioxopiperidin-3-yl)-1,3-dioxoisoindolin-5-yl)oxy)heptyl)(methyl)amino)-2-oxoethyl)benzyl)-5-methoxy-4-(2-(4-(trifluoromethyl)cyclohexyl)vinyl)picolinamide O=C1NC(CCC1N1C(C2=CC=C(C=C2C1=O)OCCCCCCCN(C(CC=1C=C(CNC(C2=NC=C(C(=C2)C=CC2CCC(CC2)C(F)(F)F)OC)=O)C=CC1)=O)C)=O)=O